2-(4-methyltetrahydro-2H-pyran-4-yl)thiazole-4-carboxylic acid ethyl ester C(C)OC(=O)C=1N=C(SC1)C1(CCOCC1)C